1-Methyl-4-(3-(3-(methylamino)-1-(thiophen-2-yl)propoxy)phenyl)-1,2,3,4-tetrahydro-5H-pyrido[3,2-e][1,4]diazepin-5-one CN1CCN(C(C2=C1C=CC=N2)=O)C2=CC(=CC=C2)OC(CCNC)C=2SC=CC2